ClC=1C=C(C=C(C1)NS(=O)(=O)C)NC(=O)C1=CN(C(=C1)C)C1=NC=C(C=C1C=1C=NC=C(C1)F)F N-(3-chloro-5-(methylsulfonamido)phenyl)-1-(5,5'-difluoro-[3,3'-bipyridin]-2-yl)-5-methyl-1H-pyrrole-3-carboxamide